[O-]S(=O)(=O)C(F)(F)F.BrCC[S+](C1=CC=CC=C1)C1=CC=CC=C1 (2-bromoethyl)diphenylsulfonium triflate